2-[1-(2-methyl-1,3-thiazol-5-yl)-1H-pyrazol-4-yl]acetic acid CC=1SC(=CN1)N1N=CC(=C1)CC(=O)O